5-(3'-chloro-4'-(5-(dibenzo[b,e][1,4]dioxin-2-yl)-6-phenylpyridin-2-yl)-[1,1'-biphenyl]-4-yl)pyrazine-2,3-dicarbonitrile ClC=1C=C(C=CC1C1=NC(=C(C=C1)C1=CC2=C(OC3=C(O2)C=CC=C3)C=C1)C1=CC=CC=C1)C1=CC=C(C=C1)C=1N=C(C(=NC1)C#N)C#N